C(#N)C(=CC=1C=C(OCCC(=O)N[C@@H](CC2=CC=CC=C2)B(O)O)C=CC1)C(=O)N1CCOCC1 (R)-1-(3-(3-(2-cyano-3-morpholino-3-oxo-prop-1-enyl)phenoxy)propanamido)-2-phenylethyl-boronic acid